C(C)(C)(C)OC(=O)N1C(=C(C=C1)C1=NN(C=C1F)C(=O)OC(C)(C)C)C=1C(=C2C=CN(C2=CC1)C(=O)OC(C)(C)C)C(NC(C)(C)C)=O tert-butyl 5-(1-(tert-butoxycarbonyl)-3-(1-(tert-butoxycarbonyl)-4-fluoro-1H-pyrazol-3-yl)-1H-pyrrol-2-yl)-4-(tert-butylcarbamoyl)-1H-indole-1-carboxylate